5-((2R)-2-(3-((2,2-dimethyl-1,3-dioxolan-4-yl)methoxy)-5-fluorophenyl)pyrrolidin-1-yl)pyrazolo[1,5-a]pyrimidine-3-carboxamide CC1(OCC(O1)COC=1C=C(C=C(C1)F)[C@@H]1N(CCC1)C1=NC=2N(C=C1)N=CC2C(=O)N)C